benzyl-2-(5-(tributylstannyl)pyridin-2-yl)acetamide C(C1=CC=CC=C1)C(C(=O)N)C1=NC=C(C=C1)[Sn](CCCC)(CCCC)CCCC